CO[C@@H](CN1C=NC2=C1C=C(C=C2)C(=O)[O-])C 3-[(2R)-2-methoxypropyl]benzimidazole-5-carboxylate